FC1=C(C(=CC=C1N1C=CC=C1)F)[Ti]C1=C(C(=CC=C1F)N1C=CC=C1)F bis[2,6-difluoro-3-(1H-pyrrol-1-yl)phenyl]titanium